OCCN1CCN(CC1)C=1C=C(C=CC1)[C@@H](C)NC(CC)=O N-[(1R)-1-{3-[4-(2-hydroxyethyl)piperazin-1-yl]phenyl}ethyl]propionamide